NC=1N(C=2C=3C1C(NCC3C(=C(N2)C)C)=O)C2=C(C(=CC=C2C)O)C 2-Amino-1-(3-hydroxy-2,6-dimethylphenyl)-6,7-dimethyl-4,5-dihydropyrrolo[4,3,2-de][2,6]naphthyridin-3(1H)-one